CC(C(=O)O)(CCCOCCOCCOCC#C)C 2,2-dimethyl-5-[2-(2-prop-2-ynoxyethoxy)ethoxy]pentanoic acid